C(N)(=O)C=1C=CC(=NC1)N1N=C(C(=C1)C1=CN=C(N1C)C(=O)NC1=CC(=C(C(=O)N2CCN(CC2)C(=O)C2CCN(CC2)C(=O)OC(C)(C)C)C=C1)Cl)C(F)(F)F tert-butyl 4-[4-[4-[[5-[1-(5-carbamoyl-2-pyridyl)-3-(trifluoromethyl)pyrazol-4-yl]-1-methyl-imidazole-2-carbonyl]amino]-2-chlorobenzoyl]piperazine-1-carbonyl]piperidine-1-carboxylate